CN1C(N(C(C(=C1)C(=O)NC1=CC=C(C=C1)OC1=CC(=NC=2N1N=CC2)C)=O)C2=CC=C(C=C2)F)=O 1-methyl-3-(4-fluorophenyl)-N-(4-((5-methylpyrazolo[1,5-a]pyrimidin-7-yl)oxy)phenyl)-2,4-dioxo-1,2,3,4-tetrahydropyrimidine-5-carboxamide